N=1C=2N(CC1)C1(C(N2)=O)CC1 spiro[cyclopropane-1,5'-imidazo[1,2-a]imidazol]-6'-one